2-(4-cyclopropylphenyl)-2,3,4,5a,6,7,8,9-octahydro-5H-1,2,5,7-tetraazabenzo[cd]azulene-5-carboxylate C1(CC1)C1=CC=C(C=C1)N1N=C2CCNCC3C2=C1CCN3C(=O)[O-]